methyl 6-(7-((4-methoxybenzyl)(methyl)amino)-1,6-naphthyridin-3-yl)pyridazine-4-carboxylate COC1=CC=C(CN(C2=NC=C3C=C(C=NC3=C2)C2=CC(=CN=N2)C(=O)OC)C)C=C1